C(C)(=O)O[C@H]1[C@@H](SC[C@H]1OC(C)=O)N1C2=NC(=NC(=C2N=C1C#CCCCC)Cl)C=1OC=CC1 (2R,3R,4S)-2-(6-Chloro-2-(furan-2-yl)-8-(hex-1-yn-1-yl)-9H-purin-9-yl)tetrahydrothiophene-3,4-diyl diacetate